tert-butyl (1S,5S,6S)-3-(7-chloro-8-fluoro-2-((1-(hydroxymethyl)cyclopropyl)methoxy)pyrido[4,3-d]pyrimidin-4-yl)-6-ethoxy-3,8-diazabicyclo[3.2.1]octane-8-carboxylate ClC1=C(C=2N=C(N=C(C2C=N1)N1C[C@@H]2C[C@@H]([C@H](C1)N2C(=O)OC(C)(C)C)OCC)OCC2(CC2)CO)F